C(=O)(O)C1=C(C=C(C(=O)OCC)C#N)C=CC=C1O ethyl 2-carboxy-3-hydroxy-α-cyanocinnamate